C(C1=CC=CC=C1)C1=NN(C(C2=CC=CC=C12)=O)NC(CC(C)(C1=CC=CC=C1)C)=O N-(4-benzyl-1-oxophthalazin-2(1H)-yl)-3-methyl-3-phenylbutanamide